CC1=CC=CC(=N1)C1=C(N=CN1)C=1C=C2C=C(C=NC2=CC1)C=1SC=C(N1)C(=O)O 2-(6-(5-(6-methylpyridin-2-yl)-1H-imidazol-4-yl)quinolin-3-yl)thiazole-4-carboxylic acid